FC=1C=CC2=C(N=C(O2)NC2=NC3=C(N2C)C=CC(=C3)C(=O)O)C1 ((5-fluorobenzo[d]oxazol-2-yl)amino)-1-methyl-1H-benzo[d]imidazole-5-carboxylic acid